6-methyl-3,7-dihydro-2H-pyrrolo[2,3-d]pyrimidin-2-one CC1=CC=2C(=NC(NC2)=O)N1